C(C1=CC=CC=C1)OC(=O)N[C@H](C(=O)O)CC(=O)O (2S)-2-(benzyloxycarbonylamino)butanedioic acid